(2-oxo-3-bornylidenemethyl)-benzenesulfonic acid O=C1C2(CCC(C1=CC1=C(C=CC=C1)S(=O)(=O)O)C2(C)C)C